C(#N)C1=C(OC=2C=C3C(N(C=NC3=CC2)CCC2CCN(CC2)CC(=O)N2CCC(CC2)C2=CC=C(C=C2)NC2C(NC(CC2)=O)=O)=O)C(=CC=C1NS(N(C)CC)(=O)=O)F 6-[2-cyano-3-[[ethyl(methyl)sulfamoyl]amino]-6-fluoro-phenoxy]-3-[2-[1-[2-[4-[4-[(2,6-dioxo-3-piperidyl)amino]phenyl]-1-piperidyl]-2-oxo-ethyl]-4-piperidyl]ethyl]-4-oxo-quinazoline